2-methyl-5-propan-2-ylbenzene-1,4-diol CC1=C(C=C(C(=C1)O)C(C)C)O